Methyl (2S,3R)-2-(tert-butoxycarbonylamino)-3-(cyclopropoxy)butanoate C(C)(C)(C)OC(=O)N[C@H](C(=O)OC)[C@@H](C)OC1CC1